(R)-3-Methyl-pyrrolidine C[C@H]1CNCC1